C/1=C/CCCCCC1 Z-cyclooctene